ClC=1C=C(C=CC1)C(C(OC(=O)N[C@H](C(=O)N[C@H](C(=O)OC)C[C@H]1C(NCC1)=O)CCCC)C1=CC=CC=C1)(C)C methyl (2S)-2-((2S)-2-(((2-(3-chlorophenyl)-2-methyl-1-phenylpropoxy)carbonyl)amino)hexanamido)-3-((S)-2-oxopyrrolidin-3-yl)propanoate